FC=1C=2CNC=3N4C=NN=C4C(=CC3COCC2C=CC1)C=1C(=NC=CC1)C 5-fluoro-15-(2-methyl-3-pyridyl)-11-oxa-2,17,18,20-tetrazatetracyclo[11.7.0.04,9.016,20]icosa-1(13),4(9),5,7,14,16,18-heptaene